Adamantanecarboxylic acid C1C2CC3CC1CC(C2)(C3)C(=O)O